5,6-diethyl-2-[2-n-propoxy-5-(2-(4-methylpiperazin-1-yl)acetamido)phenyl]pyrimidin-4(3H)-one methanesulfonate CS(=O)(=O)O.C(C)C=1C(NC(=NC1CC)C1=C(C=CC(=C1)NC(CN1CCN(CC1)C)=O)OCCC)=O